P(OC1=C(C=CC=C1)CC)(OC=1SC(=CC1)C1=CC=CC=C1)=O.[Na] Sodium ethylphenyl (5-phenylthiophen-2-yl) phosphonate